N=1N=CN2C1C=CC(=C2)NC=2C(=NC=CN2)C(=O)N 3-([1,2,4]triazolo[4,3-a]pyridin-6-ylamino)pyrazine-2-carboxamide